C[C@@H]1O[C@@H](CC(C1)NC(=S)NC(OC(C)(C)C)=O)C |o1:1,3| tert-Butyl N-{[(2S*,6R*)-2,6-dimethyltetrahydropyran-4-yl]carbamothioyl}carbamate